COCCC(=O)OCC(C(C)C)O 2-hydroxy-3-methylbutyl 3-methoxypropionate